cyclobutyl-2-methylbenzoic acid methyl ester COC(C1=C(C(=CC=C1)C1CCC1)C)=O